NC1=C(C=C(C(=O)NC=2C(N(C=CC2)C(C(=O)NN(CC(=O)OCC)C(CF)=O)CC)=O)C=C1)Cl Ethyl N-(2-(3-(4-amino-3-chlorobenzamido)-2-oxopyridin-1(2H)-yl)butanamido)-N-(2-fluoroacetyl)glycinate